Methyl 2-(4-amino-7-isopropylimidazo[5,1-f][1,2,4]triazin-5-yl)-1H-indole-6-carboxylate NC1=NC=NN2C1=C(N=C2C(C)C)C=2NC1=CC(=CC=C1C2)C(=O)OC